6-Amino-7-(3-hydroxy-2,6-dimethylphenyl)-3-isopropylimidazo-[4,5-b]pyridine-5-carboxamide NC=1C(=C2C(=NC1C(=O)N)N(C=N2)C(C)C)C2=C(C(=CC=C2C)O)C